Cerium hafnium oxygen [O].[Hf].[Ce]